(2S,5S)-2-(3,4-difluorophenyl)-5-methyl-piperidin-4-one FC=1C=C(C=CC1F)[C@H]1NC[C@@H](C(C1)=O)C